2-[4-(5-[(5-chlorothiophen-2-yl)methyl]amino-1-(2,2-dimethylpropanoyl)-1H-pyrazol-3-yl)piperidin-1-yl]acetic acid ClC1=CC=C(S1)CNC1=CC(=NN1C(C(C)(C)C)=O)C1CCN(CC1)CC(=O)O